2-[4-(2-Fluoroethoxy)phenyl]-N-methylimidazo[1,2-a]pyridin-7-amine FCCOC1=CC=C(C=C1)C=1N=C2N(C=CC(=C2)NC)C1